BrC1=C(C=CC(=C1)F)C1OCC(CC1)(F)F 2-(2-bromo-4-fluorophenyl)-5,5-difluorotetrahydro-2H-pyran